C(C)(=O)N1CCC(CC1)NC(C1=C(C=CC(=C1)C(F)(F)F)NC1=C(C=C(C=C1)F)C)=O N-(1-acetylpiperidin-4-yl)-2-((4-fluoro-2-methylphenyl)-amino)-5-(trifluoromethyl)-benzamide